CN1C(CCCC1)CCCC N-methylbutyl-piperidine